2-acetamido-5-chloro-N-(3-chloro-5-cyclopropylphenyl)isonicotinamide C(C)(=O)NC=1C=C(C(=O)NC2=CC(=CC(=C2)C2CC2)Cl)C(=CN1)Cl